ClC=1C=C(C=CC1OC(F)(F)F)C(C(=O)OCC)(F)F Ethyl 2-(3-chloro-4-(trifluoromethoxy) phenyl)-2,2-difluoroacetate